4-(2,5-dimethoxyphenyl)-1,2,5-thiadiazol-3-ol COC1=C(C=C(C=C1)OC)C=1C(=NSN1)O